2'-chloro-5'-methoxy-6-methyl-N-(5-((1-(2,2,2-trifluoroethyl)piperidin-4-yl)oxy)-1,3,4-thiadiazol-2-yl)-[4,4'-bipyridine]-3-carboxamide ClC1=NC=C(C(=C1)C1=C(C=NC(=C1)C)C(=O)NC=1SC(=NN1)OC1CCN(CC1)CC(F)(F)F)OC